Tert-butyl (2R,4S)-4-{5-[(tert-butoxycarbonyl)(methyl)amino]-4-cyano-3-[2-(trimethylsilyl)ethynyl]pyrazol-1-yl}-2-methylpyrrolidine-1-carboxylate C(C)(C)(C)OC(=O)N(C1=C(C(=NN1[C@H]1C[C@H](N(C1)C(=O)OC(C)(C)C)C)C#C[Si](C)(C)C)C#N)C